BrC=1C=CC2=C(N(C(=N2)C2CC2)C)C1 6-bromo-2-cyclopropyl-1-methyl-1H-benzo[d]imidazole